(R)-3-(1-aminoethyl)-2,5-difluorobenzonitrile N[C@H](C)C=1C(=C(C#N)C=C(C1)F)F